ClC=1C=C(C=CC1N1C(N(C=C1)C)=O)C1=C(C(=CC(=C1)F)C1=CC(=NC=C1)N1C[C@H]([C@@H](C1)O)N(C)C)O 1-(3-chloro-3'-(2-((3r,4r)-3-(dimethylamino)-4-hydroxypyrrolidin-1-yl)pyridin-4-yl)-5'-fluoro-2'-hydroxy-[1,1'-biphenyl]-4-yl)-3-methyl-1H-imidazol-2(3H)-one